O=C1NC(CCC1N1C(C2=CC=C(C=C2C1)C(=O)Cl)=O)=O 2-(2,6-dioxopiperidin-3-yl)-1-oxoisoindoline-5-carbonyl chloride